1-allyl-3-methylimidazolium lysinate N[C@@H](CCCCN)C(=O)[O-].C(C=C)N1C=[N+](C=C1)C